FC(S(=O)(=O)NC1=C(C=CC=C1)C1=CC=C2[C@H]([C@@H](COC2=C1)CC=1N=C(SC1)C)O)(F)F 1,1,1-Trifluoro-N-(2-{(3R,4S)-4-hydroxy-3-[(2-methyl-1,3-thiazol-4-yl)methyl]-3,4-dihydro-2H-chromen-7-yl}phenyl)methansulfonamid